1-(11Z-eicosenoyl)-2-(5Z,8Z,11Z,14Z-eicosatetraenoyl)-glycero-3-phosphoserine CCCCCCCC/C=C\CCCCCCCCCC(=O)OC[C@H](COP(=O)(O)OC[C@@H](C(=O)O)N)OC(=O)CCC/C=C\C/C=C\C/C=C\C/C=C\CCCCC